ClC=1C=C2C(=NC=NC2=C(C1)C(F)(F)F)N[C@@H](C)C1=NC=NN1C=1N=CC(=NC1)C(=O)N 5-[5-[(1S)-1-[[6-chloro-8-(trifluoromethyl)quinazolin-4-yl]amino]ethyl]-1,2,4-triazol-1-yl]pyrazine-2-carboxamide